4,7-Bis-dimethylamino-3,12,12a-trihydroxy-10-methoxy-1,11-dioxo-1,4,4a,5,5a,6,11,12a-octahydro-naphthacene-2-carboxylic acid amide hydrochloride Cl.CN(C1C(=C(C(C2(C(=C3C(C4=C(C=CC(=C4CC3CC12)N(C)C)OC)=O)O)O)=O)C(=O)N)O)C